CN1C(N[C@@H](C1)COC1=NC=CC2=CC(=C(C=C12)OC(C)C)C(=O)N)=O 1-{[(4S)-1-methyl-2-oxoimidazolidin-4-yl]methoxy}-7-(propan-2-yloxy)isoquinoline-6-carboxamide